FC1=C(C(=C(C(=C1O)F)F)F)C1=C(C=C(C(=C1)[N+](=O)[O-])O)F 2,2',4,5,6-pentafluoro-5'-nitro-[1,1'-biphenyl]-3,4'-diol